(R)-2-(2-(3-methylmorpholino)imidazo[1,5-b]pyridazin-4-yl)acetonitrile C[C@@H]1COCCN1C=1C=C(C=2N(N1)C=NC2)CC#N